ClC=1C=C2C(NC(N3C2=C(C1C1=C(C=C(C(=C1)Cl)F)F)SCC(C3)OC)=O)=O 10-chloro-11-(5-chloro-2,4-difluorophenyl)-3-methoxy-3,4-dihydro-2H,6H-[1,4]thiazepino[2,3,4-ij]quinazoline-6,8(7H)-dione